3-((cyclopropylmethyl)amino)-N-(4-morpholinopyridin-3-yl)imidazo[1,2-b]pyridazine-8-carboxamide C1(CC1)CNC1=CN=C2N1N=CC=C2C(=O)NC=2C=NC=CC2N2CCOCC2